3-Methoxybicyclo[1.1.1]pentane-1-amine hydrochloride Cl.COC12CC(C1)(C2)N